OC=1C(OC=CC1O)=O 3,4-dihydroxy-2H-pyran-2-one